5-oxazol-5-ylpyrimidin-2-amine O1C=NC=C1C=1C=NC(=NC1)N